2-(3-((2S,6R)-2,6-Dimethylmorpholin-4-carbonyl)-5,6-dihydrocyclopenta[c]pyrazol-1(4H)-yl)-1-(4-(2,3-dimethylphenyl)piperidin-1-yl)ethanon C[C@H]1CN(C[C@H](O1)C)C(=O)C=1C2=C(N(N1)CC(=O)N1CCC(CC1)C1=C(C(=CC=C1)C)C)CCC2